6-chloro-N-methoxy-4-((2-(N-methylsulfonylamino)-4-(trifluoromethyl)phenyl)amino)nicotinamide ClC1=NC=C(C(=O)NOC)C(=C1)NC1=C(C=C(C=C1)C(F)(F)F)NS(=O)(=O)C